N=S(=O)(C)C=1C=NC(=CC1)OC1=CC=NC2=CC(=CC=C12)OC imino(6-((7-methoxyquinolin-4-yl)oxy)pyridin-3-yl)(methyl)-λ6-sulfanone